C(C1=CC=CC=C1)OC(=O)N[C@@H](CC(=O)OC(C)(C)C)C(OC)OC tert-butyl (S)-3-(((benzyloxy)carbonyl)amino)-4,4-dimethoxybutanoate